(3R,5S)-1-(2,7-dichloro-8-fluoropyrido[4,3-d]pyrimidin-4-yl)-5-hydroxypiperidine ClC=1N=C(C2=C(N1)C(=C(N=C2)Cl)F)N2CCC[C@@H](C2)O